C1(=CC=CC=C1)C(C(N)C1=CC=CC=C1)N.[Li] lithium 1,2-diphenyl-1,2-ethanediamine